2-chloro-5-methyl-N-(4-methylcyclohexyl)pyrimidin-4-amine ClC1=NC=C(C(=N1)NC1CCC(CC1)C)C